FC(OC1=C(C(=O)N[C@H]2[C@H](C2)F)C(=CC(=C1)C=1C=NN2C1N=C(C(=C2)OC(C)C(C)(C)O)C(F)F)OC)F 2-(difluoromethoxy)-4-(5-(difluoromethyl)-6-((3-hydroxy-3-methylbutan-2-yl)oxy)pyrazolo[1,5-a]pyrimidin-3-yl)-N-((1R,2S)-2-fluorocyclopropyl)-6-methoxybenzamide